NC=1C(=CC(N(C1)CC(=O)OCC)=O)Cl 2-Ethyl 2-(5-amino-4-chloro-2-oxo-1-pyridyl)acetate